(R)-3-chloro-N-(8,9-difluoro-6-oxo-1,4,5,6-tetrahydro-2H-pyrano[3,4-c]isoquinolin-1-yl)-1-(difluoromethyl)-N-methyl-1H-indazole-6-carboxamide ClC1=NN(C2=CC(=CC=C12)C(=O)N(C)[C@H]1COCC=2NC(C=3C=C(C(=CC3C21)F)F)=O)C(F)F